(2-(2-chloro-4-iodo-1H-imidazol-1-yl)ethyl)carbamic acid tert-butyl ester C(C)(C)(C)OC(NCCN1C(=NC(=C1)I)Cl)=O